BrC1=CC=C(OCC2OC(COC2)COCC(C)(C)OC)C=C1 2-((4-bromophenoxy)methyl)-6-((2-methoxy-2-methylpropoxy)methyl)-1,4-dioxane